1,3,5-triazinone N1C(N=CN=C1)=O